S1C=CC(=C1)C(C)(CC)C=1C=CSC1 2,2-bis(4-thiophenyl)butane